(cis-4-aminocyclohexyl)-5-(benzyloxy)-2-methylbenzofuran-3-carboxamide N[C@H]1CC[C@H](CC1)C1=C(C=CC2=C1C(=C(O2)C)C(=O)N)OCC2=CC=CC=C2